[Cl-].C(CCCCCCCCCCCCCCC)C(CCCCCCCCCCCCCCCC)(CCCCCCCCCCCCCCCC)[NH3+] tricetylmethylammonium chloride